2-[(2's,4r)-2'-fluoro-1-oxo-6-(trifluoromethyl)spiro[3H-isoquinoline-4,1'-cyclopropane]-2-yl]-N-(5-methylpyrimidin-2-yl)acetamide F[C@@H]1[C@@]2(C1)CN(C(C1=CC=C(C=C12)C(F)(F)F)=O)CC(=O)NC1=NC=C(C=N1)C